(S)-N-(2-hydroxy-1-phenylethyl)-3-(((7-(pyridin-4-yl)-2,3-dihydrofuro[3,2-c]pyridin-4-yl)amino)methyl)benzamide OC[C@H](C1=CC=CC=C1)NC(C1=CC(=CC=C1)CNC1=NC=C(C2=C1CCO2)C2=CC=NC=C2)=O